trioxygen (ozone) O=[O+][O-].O=[O+][O-]